butyric acid methyl-hydroxyacetate COC(CO)=O.C(CCC)(=O)O